N(C(=N)N)CC(=O)NC1=CC=C(C=C1)S(=O)(=O)NC1=C(N=CS1)C(=O)O 5-[[4-[(2-guanidinoacetyl)amino]phenyl]sulfonylamino]thiazole-4-carboxylic acid